COC=1C=C(C=CC1OC)/C=C/C(=O)O (2E)-3-(3,4-dimethoxyphenyl)prop-2-enoic acid